(+/-)-tert-butyl trans-3-ethyl-4-hydroxypiperidine-1-carboxylate C(C)[C@@H]1CN(CC[C@H]1O)C(=O)OC(C)(C)C |r|